5-chloro-2-(N-((1S,2R)-2-(5-fluoro-2,3-dimethylphenyl)-1-(5-oxo-4,5-dihydro-1,3,4-oxadiazol-2-yl)propyl)sulfamoyl)benzamide ClC=1C=CC(=C(C(=O)N)C1)S(N[C@@H]([C@H](C)C1=C(C(=CC(=C1)F)C)C)C=1OC(NN1)=O)(=O)=O